ClC=1C=C(C=CC1Cl)NC(=O)NC1=NC=C(C(=N1)NCCCN(C)C)F 1-(3,4-dichlorophenyl)-3-(4-((3-(dimethylamino)propyl)amino)-5-fluoropyrimidin-2-yl)urea